methyl 5-chloro-4-(2,4-dioxotetrahydropyrimidin-1(2H)-yl)picolinate ClC=1C(=CC(=NC1)C(=O)OC)N1C(NC(CC1)=O)=O